BrC=1C=C(C=C(C1)C(C)(C)C)C1=CC(=CC(=C1)Br)C(C)(C)C 3,5'-dibromo-3',5-di-tert-butyl-1,1'-biphenyl